OCC(C1=CC=CC=C1)NC1=NC(=NC=C1C1=NC(=NO1)C12CCN(CC1)CC2)NC=2C=C1C(NC(C1=CC2)=O)(C)C 5-((4-((2-hydroxy-1-phenylethyl)amino)-5-(3-(quinuclidin-4-yl)-1,2,4-oxadiazol-5-yl)pyrimidin-2-yl)amino)-3,3-dimethylisoindolin-1-one